pyrazolochroman O1CCCC2=CC=C3C(=C12)C=NN3